OCCOCCN1CCN(CC1)C(=O)OC(C)(C)C tert-Butyl 4-[2-(2-hydroxyethoxy)ethyl]piperazine-1-carboxylate